9,9',9'',9'''-(5-cyano-6-(4,6-diphenyl-1,3,5-triazin-2-yl)benzene-1,2,3,4-tetrayl)tetrakis(9H-carbazole-3-carbonitrile) C(#N)C=1C(=C(C(=C(C1C1=NC(=NC(=N1)C1=CC=CC=C1)C1=CC=CC=C1)N1C2=CC=CC=C2C=2C=C(C=CC12)C#N)N1C2=CC=CC=C2C=2C=C(C=CC12)C#N)N1C2=CC=CC=C2C=2C=C(C=CC12)C#N)N1C2=CC=CC=C2C=2C=C(C=CC12)C#N